ethyl 4-oxo-5-(2,2,2-trifluoroethylsulfonyl)-1-[4-(trifluoromethoxy)phenyl]cinnoline-3-carboxylate O=C1C(=NN(C2=CC=CC(=C12)S(=O)(=O)CC(F)(F)F)C1=CC=C(C=C1)OC(F)(F)F)C(=O)OCC